BrCC1=CC(=C(C=C1)C=1C(=CC=CC1)S(=O)(=O)N(COC)C1=NOC(=C1C)C)COCC 4'-(bromomethyl)-N-(4,5-dimethylisoxazol-3-yl)-2'-(ethoxymethyl)-N-(methoxymethyl)-[1,1'-biphenyl]-2-sulfonamide